(S)-2-(chloromethyl)-1H-benzo[d]imidazole-6-carboxylic acid methyl ester COC(=O)C=1C=CC2=C(NC(=N2)CCl)C1